4-(((3-azabicyclo[3.1.0]hexan-3-yl)sulfonyl)carbamoyl)-2-fluoro-5-methoxybenzoic acid C12CN(CC2C1)S(=O)(=O)NC(=O)C1=CC(=C(C(=O)O)C=C1OC)F